C(CCCCCCC)(=O)OCCC(CCC(CCC(CCCCC)CCS[C@H]1[C@@H](CCCC1)OC(CCCCCCC)=O)NCCCCO[Si](C1=CC=CC=C1)(C1=CC=CC=C1)C(C)(C)C)CCCCC |o1:27,28| 6-((4-((tert-Butyldiphenylsilyl)oxy)butyl)amino)-9-(2-(((1R*,2R*)-2-(octanoyl-oxy)cyclohexyl)thio)ethyl)-3-pentyltetradecyl octanoate